C(C1=CC=CC=C1)OC1=CC(=C(C=C1OCC1=CC=CC=C1)/C=C/C(=O)C1=C(C=C(C=C1O)OCC1=CC=CC=C1)OCC1=CC=CC=C1)C (E)-3-(4,5-bis(benzyloxy)-2-methylphenyl)-1-(2,4-bis(benzyloxy)-6-hydroxyphenyl)prop-2-en-1-one